C(C)S(=O)(=O)C1=C(N=C(N1C)C1=CC=C(C=C1)C(F)(F)F)N1N=C2C(N=CC(=C2)C(F)(F)F)=C1 2-{5-(ethylsulfonyl)-1-methyl-2-[4-(trifluoromethyl)phenyl]-1H-imidazol-4-yl}-6-(trifluoromethyl)-2H-pyrazolo[4,3-b]pyridine